4-(3,4-Dimethoxyphenyl)-2-hydroxy-1H-phenalen-1-one COC=1C=C(C=CC1OC)C1=C2C=C(C(C=3C=CC=C(C=C1)C32)=O)O